C12(CCCCC1)NCNC1=CC=C3C(=C12)OC(=N3)C(=O)N 7,8-dihydro-6H-spiro[[1,3]oxazolo[5,4-f]quinazoline-9,1'-cyclohexane]-2-carboxamide